1-propyl acetate C(C)(=O)OCCC